2-methyl-5-[[2-(trifluoromethyl)-3-pyridyl]methoxy]furo[2,3-c]pyridine-3-carboxylic acid CC1=C(C=2C(=CN=C(C2)OCC=2C(=NC=CC2)C(F)(F)F)O1)C(=O)O